2-((2-ethyl-4-fluorophenyl)-amino)-5-fluoro-N-(6-methoxy-2-methylpyridin-3-yl)benzamide C(C)C1=C(C=CC(=C1)F)NC1=C(C(=O)NC=2C(=NC(=CC2)OC)C)C=C(C=C1)F